FC(C1=C(C=C(C=N1)C1=NC(C(C2=CC=CC=C12)(F)F)(C)C)C)F 1-(6-(difluoromethyl)-5-methyl-pyridin-3-yl)-4,4-difluoro-3,3-dimethyl-3,4-dihydroisoquinoline